1,6-dihydroxynaphthalene sodium salt [Na].OC1=CC=CC2=CC(=CC=C12)O